N1=C(C=NC=C1)C=1C=CC(=NC1)NC(CN1N=CC(=C1)C=1C=NC=CC1)=O N-(5-pyrazin-2-yl-2-pyridyl)-2-[4-(3-pyridyl)pyrazol-1-yl]acetamide